SC1=C2C=CC=CC2=CC=2OC3=C(C21)C=CC=C3 11-sulfanyl-naphtho[2,3-b]benzofuran